2-methyl-2-[(dodecyl-thio-carbonyl)thio]propionic acid CC(C(=O)O)(C)SC(=O)SCCCCCCCCCCCC